(2S,4R)-4-hydroxy-1-[(2R)-3-methyl-2-[3-[(2R)-2-methylpiperazin-1-yl]isoxazol-5-yl]butanoyl]-N-[(1S)-1-[4-(4-methylthiazol-5-yl)phenyl]ethyl]pyrrolidine-2-carboxamide O[C@@H]1C[C@H](N(C1)C([C@H](C(C)C)C1=CC(=NO1)N1[C@@H](CNCC1)C)=O)C(=O)N[C@@H](C)C1=CC=C(C=C1)C1=C(N=CS1)C